C1(CC1)S(=O)(=O)NC1=CC(=NC=C1)CNC(=O)C=1SC(=CN1)C=1C=NN2C1C=CC=C2 N-((4-(cyclopropanesulfonamido)pyridin-2-yl)methyl)-5-(pyrazolo[1,5-a]pyridin-3-yl)thiazole-2-carboxamide